tert-butyl (R)-3-chloro-1-((S)-2,4-dimethylpiperazin-1-yl)-4-fluoro-12-oxo-6a,7,9,10-tetrahydro-6H-pyrazino[2,1-c]pyrido[3,4-f][1,4]oxazepine-8(12H)-carboxylate ClC1=C(C2=C(C(N3[C@@H](CO2)CN(CC3)C(=O)OC(C)(C)C)=O)C(=N1)N1[C@H](CN(CC1)C)C)F